FC(COC1=C(C=C(C(=N1)OC)NS(=O)(=O)C1=CN=C2N1CC[C@@H](C2)C)F)F (7S)-N-[6-(2,2-difluoroethoxy)-5-fluoro-2-methoxy-3-pyridyl]-7-methyl-5,6,7,8-tetrahydroimidazo[1,2-a]pyridine-3-sulfonamide